3-(1-methyl-7-((R)-3-methyl-4-(piperidin-4-ylmethyl)piperazin-1-yl)-1H-indazol-3-yl)piperidine-2,6-dione CN1N=C(C2=CC=CC(=C12)N1C[C@H](N(CC1)CC1CCNCC1)C)C1C(NC(CC1)=O)=O